BrC=1C=CC(=C(C1)[C@H](CC(=O)O)NC(CNC(=O)C1=CC(=C2C=NNC2=C1)NC=1NCC(CN1)F)=O)F (3S)-3-(5-bromo-2-fluorophenyl)-3-(2-(4-((5-fluoro-1,4,5,6-tetrahydropyrimidin-2-yl)amino)-1H-indazole-6-carboxamido)acetamido)propanoic acid